3-((1R,3S)-3-((((R)-1-(4-fluoro-3-methoxyphenyl)ethyl)amino)methyl)-1,2,3,4-tetrahydronaphthalen-1-yl)-2,6-dimethylbenzoic acid hydrochloride Cl.FC1=C(C=C(C=C1)[C@@H](C)NC[C@H]1C[C@H](C2=CC=CC=C2C1)C=1C(=C(C(=O)O)C(=CC1)C)C)OC